C12(COCC2C1)C(=O)N 3-oxabicyclo[3.1.0]hexane-1-carboxamide